C1(=CC=CC=C1)N1[C@H](CNCC1)C(=O)NCC1CCC(CC1)NC(OC(C)(C)C)=O |r| rac-tert-butyl ((1r,4r)-4-((1-phenyl piperazine-2-carboxamido)methyl)cyclohexyl)carbamate